C1=CC=C(C=2SC3=C(C21)C=CC=C3)C=3C=C(C=CC3)C3=NC=NC2=C3C=CC=C2C2=CC3=CC=CC=C3C=C2 4-[3-(dibenzothiophen-4-yl)phenyl]-8-(naphthalene-2-yl)benzopyrimidine